2-({1-[N-methyl-5-(1H-indole-2-carbonyl)-4H,5H,6H,7H-pyrazolo[1,5-a]pyrazine-3-amido]cyclopropyl}methoxy)benzoic acid CN(C(=O)C=1C=NN2C1CN(CC2)C(=O)C=2NC1=CC=CC=C1C2)C2(CC2)COC2=C(C(=O)O)C=CC=C2